C(C)(=O)OCC1=C(SC=C1CCO)C(F)(F)F [4-(2-hydroxyethyl)-2-(trifluoromethyl)-3-thienyl]Methyl acetate